C(C1=CC=CC=C1)NS(=O)(=O)C1=CC(=CC=C1)C=1C=C2C(=NC=NC2=CC1)N1CCOCC1 N-benzyl-3-[4-(morpholin-4-yl)quinazolin-6-yl]benzene-1-sulfonamide